(10-(6-hydroxy-2,5,7,8-tetramethylchroman-2-yl)decyl)triphenylphosphonium iodide [I-].OC=1C(=C2CCC(OC2=C(C1C)C)(C)CCCCCCCCCC[P+](C1=CC=CC=C1)(C1=CC=CC=C1)C1=CC=CC=C1)C